Ammonium chloride calcium [Ca].[Cl-].[NH4+]